Ethyl 5-(4-tert-butoxycarbonylpiperazin-1-yl)-6-fluoro-pyrazolo[1,5-a]pyrimidine-3-carboxylate C(C)(C)(C)OC(=O)N1CCN(CC1)C1=NC=2N(C=C1F)N=CC2C(=O)OCC